NC1=C(C=C(C=N1)C=1C=C2N(N1)CCC21CN(C1)C(=O)N[C@H](C)C1=NC=CC(=C1)C#N)C#N 2'-(6-amino-5-cyanopyridin-3-yl)-N-[(1R)-1-(4-cyanopyridin-2-yl)ethyl]-5',6'-dihydrospiro[azetidine-3,4'-pyrrolo[1,2-b]pyrazole]-1-carboxamide